tert-butyl 4-[5-fluoro-2-(5-oxomorpholin-2-yl)-1H-pyrrolo[2,3-b]pyridin-4-yl]piperidine-1-carboxylate FC=1C(=C2C(=NC1)NC(=C2)C2CNC(CO2)=O)C2CCN(CC2)C(=O)OC(C)(C)C